Cl.FC1=C(C(=O)N(C)C)C(=CC(=C1)N1CCNCC1)F 2,6-difluoro-N,N-dimethyl-4-(piperazin-1-yl)benzamide hydrochloride